2-(2-(2-methoxyethoxy)ethoxy)ethylamine COCCOCCOCCN